CC=1C=C(C=CC1)NS(=O)=O N-3-methylphenyl-sulfonamide